NC=1N=CC(=NC1)C=1C=C(C=C(C1)Cl)[C@@H]1COCCN1C(C=C)=O (R)-1-(3-(3-(5-aminopyrazin-2-yl)-5-chlorophenyl)morpholino)prop-2-en-1-one